[Si](C)(C)(C(C)(C)C)OCC1=NC(=NC=C1)C1=C(C=CC=C1)S(=O)(C)=NC(OC(C)(C)C)=O tert-butyl [{2-[4-({[tert-butyl(dimethyl)silyl]oxy}methyl)pyrimidin-2-yl]phenyl}(methyl)oxo-λ6-sulfanylidene]carbamate